ClC=1C=2N(C=C(C1)S(=O)(=O)NC1(CC1)CF)C(=NN2)C=2SC(=NN2)C(F)F 8-chloro-3-(5-(difluoromethyl)-1,3,4-thiadiazol-2-yl)-N-(1-(fluoromethyl)cyclopropyl)-[1,2,4]triazolo[4,3-a]pyridine-6-sulfonamide